N-(2-oxo-3-(pyridin-4-yl)propyl)-2-(trifluoromethyl)cyclopropane-1-carboxamide O=C(CNC(=O)C1C(C1)C(F)(F)F)CC1=CC=NC=C1